1-phenyl-3-(2,5-dimethoxystyryl)-5-(2,5-dimethoxyphenyl)-pyrazoline C1(=CC=CC=C1)N1NC(=CC1C1=C(C=CC(=C1)OC)OC)C=CC1=C(C=CC(=C1)OC)OC